CC(C(N)(C)C)(C(C)N)C tetramethyl-1,3-diaminobutane